N-[4-(naphthalen-1-yl)phenyl]Dibenzofuran-1-amine C1(=CC=CC2=CC=CC=C12)C1=CC=C(C=C1)NC1=CC=CC=2OC3=C(C21)C=CC=C3